2-(3-chloro-4-fluorophenyl)-4-(dibenzo[b,d]thiophen-4-yl)-6-phenyl-1,3,5-triazine ClC=1C=C(C=CC1F)C1=NC(=NC(=N1)C1=CC=CC2=C1SC1=C2C=CC=C1)C1=CC=CC=C1